triisononyl-methyl-ammonium methyl-sulfate COS(=O)(=O)[O-].C(CCCCCC(C)C)[N+](C)(CCCCCCC(C)C)CCCCCCC(C)C